(E)-4-(((ethyl(methyl)amino)methylene)amino)-2,3-dimethyl-N-(4-methylbenzyl)benzamide C(C)N(C)\C=N\C1=C(C(=C(C(=O)NCC2=CC=C(C=C2)C)C=C1)C)C